F[C@@H]1C[C@@]2(CCCN2C1)COC=1N=C(C2=C(N1)C(=C(OC2=O)C=2C=C(C=C1C=CC(=C(C21)C#N)F)O)C)N2[C@@H](CC2)C 8-(2-{[(2R,7aS)-2-fluoro-hexahydropyrrolizin-7a-yl]methoxy}-8-methyl-4-[(2R)-2-methylazetidin-1-yl]-5-oxopyrano[4,3-d]pyrimidin-7-yl)-2-fluoro-6-hydroxynaphthalene-1-carbonitrile